Cl.NCC(O)C12CC(C1)(C2)F 2-amino-1-(3-fluoro-bicyclo[1.1.1]pentan-1-yl)ethanol hydrochloride